((2S,3R,6R)-3-(((5-Chloropyridin-2-yl)amino)methyl)-2,6-dimethylmorpholino)(5-fluoro-2-(2H-1,2,3-triazol-2-yl)phenyl)methanone ClC=1C=CC(=NC1)NC[C@@H]1[C@@H](O[C@@H](CN1C(=O)C1=C(C=CC(=C1)F)N1N=CC=N1)C)C